N-ethyl-6-methyl-4-[(1-methylcyclopropyl)amino]furo[2,3-d]pyrimidine-5-carboxamide C(C)NC(=O)C1=C(OC=2N=CN=C(C21)NC2(CC2)C)C